C1(CCCC1)COC(CS(=O)(=O)Cl)C 2-(cyclopent-ylmethoxy)propane-1-sulfonyl chloride